C1(CCCC1)C(O)C=1SC2=C(C1)C=CC(=C2)C2=CC=1C(N=C2)=NN(C1)C cyclopentyl(6-(2-methyl-2H-pyrazolo[3,4-b]pyridin-5-yl)-1-benzothiophen-2-yl)methanol